NC=1C(NC2=CC=C(C=C2C1N1CC(CCC1)CO)Br)=O 3-amino-6-bromo-4-[3-(hydroxymethyl)piperidin-1-yl]-1H-quinolin-2-one